6-fluoro-N4-phenylbiphenyl-2,4-diamine FC=1C=C(C=C(C1C1=CC=CC=C1)N)NC1=CC=CC=C1